NC1=C(C2=C(COCC2)S1)C(=O)OCC ethyl 2-amino-5,7-dihydro-4H-thieno[2,3-C]pyran-3-carboxylate